4'-((2R,3R)-4-acryloyl-3-methylmorpholin-2-yl)-6'-chloro-5-methoxy-N-methyl-[2,2'-bipyridine]-4-carboxamide C(C=C)(=O)N1[C@@H]([C@H](OCC1)C1=CC(=NC(=C1)Cl)C1=NC=C(C(=C1)C(=O)NC)OC)C